ClC1=NC(N(C2=CC(=CC=C12)C1CC1)C1=NC=CN=C1)=O 4-chloro-7-cyclopropyl-1-(pyrazin-2-yl)quinazolin-2(1H)-one